(S)-2-((4-((2-((2-Chloro-4-fluorophenoxy)methyl)pyridin-4-yl)oxy)piperidin-1-yl)methyl)-1-(oxetan-2-ylmethyl)-1H-benzo[d]imidazole-6-carboxylic acid ClC1=C(OCC2=NC=CC(=C2)OC2CCN(CC2)CC2=NC3=C(N2C[C@H]2OCC2)C=C(C=C3)C(=O)O)C=CC(=C1)F